ClC1=CC(=C(C=C1)O)NC1=NN2C(N=C(C=C2NCC2(CCC2)C2=CC=CC=C2)C)=N1 4-chloro-2-[[5-methyl-7-[[(1-phenylcyclobutyl)methyl]amino][1,2,4]triazolo[1,5-a]pyrimidin-2-yl]amino]-phenol